N-(5-hydroxy-pyridin-2-yl)-4-methoxy-benzamide OC=1C=CC(=NC1)NC(C1=CC=C(C=C1)OC)=O